(7R,8aS)-7-(2,3-dichloro-6-hydroxyphenyl)-2-[2-(piperazin-1-yl)ethyl]-hexahydropyrrolo[1,2-a]pyrazin-4-one ClC1=C(C(=CC=C1Cl)O)[C@H]1C[C@@H]2N(C(CN(C2)CCN2CCNCC2)=O)C1